C(C)C=1C=C(C(=O)C2=NC(SC2)=O)C=CC1 3-ethyl-benzoyl-thiazolinone